13,15-dimethyl-heptadecane CC(CCCCCCCCCCCC)CC(CC)C